6-(((tert-butoxycarbonyl)(1-methylcyclopropyl)amino)methyl)-[1,2,4]triazolo[1,5-a]pyridine-8-carboxylic acid C(C)(C)(C)OC(=O)N(C1(CC1)C)CC=1C=C(C=2N(C1)N=CN2)C(=O)O